6-[3-(Cyclopropylmethoxy)phenyl]-N-[(2-oxo-1H-pyridin-3-yl)sulfonyl]-2-(2,4,6-trimethylphenoxy)pyridin-3-carboxamid C1(CC1)COC=1C=C(C=CC1)C1=CC=C(C(=N1)OC1=C(C=C(C=C1C)C)C)C(=O)NS(=O)(=O)C=1C(NC=CC1)=O